(Z)-1-phenylethan-1-one oxime C1(=CC=CC=C1)\C(\C)=N/O